OC=1C=C2C(C=C(OC2=CC1)C1=CC=C(C=C1)OC1=CC=CC=C1)=O 6-hydroxy-2-(4-phenoxyphenyl)-4H-chromen-4-one